C(C)OC1(CCC(CC1)N)C(F)(F)F (1r,4r)-4-ethoxy-4-(trifluoromethyl)cyclohexane-1-amine